3-[(4-Amino-8-bromo-5,5-dimethyl-6H-benzo[H]quinazolin-7-yl)-[[(5S)-2-oxooxazolidin-5-yl]methyl]amino]propionitrile NC1=NC=NC=2C3=C(CC(C12)(C)C)C(=C(C=C3)Br)N(CCC#N)C[C@@H]3CNC(O3)=O